OC1=CC=C(C=C1)C1(CCC(CC1)C(C)C)C1=CC=C(C=C1)O 1,1-bis(p-hydroxyphenyl)-4-isopropylcyclohexane